NC1=NC(=NC=C1CC1=CC(=C(C(=C1)OC)OCCCNC(CCC(NCCOCCOCCCCCCCl)=O)=O)OC)NC(OCC1=C(C=C(C(=C1)OC)OC)[N+](=O)[O-])=O 4,5-Dimethoxy-2-nitrobenzyl (4-amino-5-(4-((21-chloro-5,8-dioxo-12,15-dioxa-4,9-diazahenicosyl)oxy)-3,5-dimethoxybenzyl)pyrimidin-2-yl)carbamate